FC1=C(C(=CC=C1)C)N1CCC(CC1)N1C(N(C=2C(C1)=CN(N2)CC#N)CC2=C(C=CC=C2)C(F)(F)F)=O 2-[5-[1-(2-fluoro-6-methyl-phenyl)-piperidin-4-yl]-6-oxo-7-(2-trifluoromethyl-benzyl)-4,5,6,7-tetrahydro-pyrazolo[3,4-d]pyrimidin-2-yl]-acetonitrile